COC1=CC(=NC=N1)O[C@@H]1CN(CC1)CC1=CN=C(S1)NC(C)=O (S)-N-(5-((3-((6-methoxypyrimidin-4-yl)oxy)pyrrolidin-1-yl)methyl)thiazol-2-yl)acetamide